COC(C(C)C1N(C(CC1)=O)CC1=CC(=C(C=C1)F)F)=O methyl-2-[1-[(3,4-difluorophenyl)methyl]-5-oxopyrrolidin-2-yl]propionate